2-(2,6-dioxopiperidin-3-yl)-5-((6-(5-methyl-4-(quinoxalin-2-yl)-1H-pyrazol-1-yl)hexyl)amino)isoindoline-1,3-dione O=C1NC(CCC1N1C(C2=CC=C(C=C2C1=O)NCCCCCCN1N=CC(=C1C)C1=NC2=CC=CC=C2N=C1)=O)=O